NCCOC1=CC=C(C=C1)N1C=NC(=C1)NC=1N=CC(=NC1)C#N 5-((1-(4-(2-Aminoethoxy)phenyl)-1H-imidazol-4-yl)amino)pyrazine-2-carbonitrile